CC(/C=C/C1=CC=C(C=C1)C1OC2=CC(=NC(NS(C=3C=CC=C(C(NC1)=O)C3)(=O)=O)=N2)C2=C(C=CC=C2C)C)(C)C 10-[4-[(E)-3,3-Dimethylbut-1-enyl]phenyl]-6-(2,6-dimethylphenyl)-2,2-dioxo-9-oxa-2λ6-thia-3,5,12,19-tetrazatricyclo[12.3.1.14,8]nonadeca-1(18),4(19),5,7,14,16-hexaen-13-one